3-(4-methoxyphenyl)-1-phenylpropan-1-one COC1=CC=C(C=C1)CCC(=O)C1=CC=CC=C1